N-methyl-N-(2-methylallyl)cyclohexylamine CN(CC(=C)C)C1CCCCC1